CC1=NC(=NO1)C1=NN=C2N1C=C(C=C2)B(O)O (3-(5-Methyl-1,2,4-oxadiazol-3-yl)-[1,2,4]triazolo[4,3-a]pyridin-6-yl)boronic acid